benzo(alpha)pyrene C12=CC=C3C=C2C2=CC=CC4=CC=C1C3=C24